C1C2(CN3CCCC13)CC2 tetrahydro-1'H,3'H-spiro[cyclopropane-1,2'-pyrrolizine]